(2S)-1-[2-(1,3-benzothiazole-6-sulfonyl)-2H,4H,5H,6H-pyrrolo[3,4-c]pyrazol-5-yl]-3-hydroxy-2-phenylpropan-1-one S1C=NC2=C1C=C(C=C2)S(=O)(=O)N2N=C1C(=C2)CN(C1)C([C@H](CO)C1=CC=CC=C1)=O